6-(2-hydroxy-2-methylpropyloxy)pyrazolo[1,5-a]pyridine-3-carbonitrile OC(COC=1C=CC=2N(C1)N=CC2C#N)(C)C